BrC=1C=CC(=C(CNC(=O)C2=C(C3=C(CCC4=CN(N=C34)CC3=CC=C(C=C3)C)O2)C)C1)OC N-(5-bromo-2-methoxybenzyl)-8-methyl-2-(4-methylbenzyl)-4,5-dihydro-2H-furo[2,3-g]indazole-7-carboxamide